4-hydroxy-2,3-bis(hydroxymethyl)butyric acid OCC(C(C(=O)O)CO)CO